FC(ON1N=C(C2=CC=CC=C12)N)F (difluoromethoxy)-1H-indazol-3-amine